CC1(CC=C(CC1)C1=C2N(N=C1CN(CCNC)C)CCC2)C(=O)OCC Ethyl 1-methyl-4-(2-((methyl(2-(methylamino)ethyl)amino)methyl)-5,6-dihydro-4H-pyrrolo[1,2-b]pyrazol-3-yl)cyclohex-3-ene-1-carboxylate